ClC1=CC=C(C=C1)C=1C=C(C(N(N1)C=1C=NN(C1)C)(C)O)C(=O)O 6-(4-chlorophenyl)-3-hydroxy-3-methyl-2-(1-methyl-1H-pyrazol-4-yl)-2,3-dihydropyridazine-4-carboxylic acid